BrC=1C=CC=C2C=CC(=NC12)[C@@H]1[C@H](C1)C1=NC=CC(=N1)C |r| rac-8-bromo-2-((1S*,2S*)-2-(4-methylpyrimidin-2-yl)cyclopropyl)quinoline